C(C)(C)C1CCC(CC1)N1CCC(CC1)C(C(C(=O)N)(C)C1=CNC2=CC=CC=C12)CC (1-(1-cis-4-isopropylcyclohexyl)piperidin-4-yl)-1H-indol-3-yl(methyl)pentanamide